COC1=CC(=C(C=O)C=C1OC)C 4,5-dimethoxy-2-methylbenzaldehyde